FC=1C=C2C=3C(=NNC(C3C1)=O)[C@@H]([C@H](N2)C2=CC=C(C=C2)F)N2C(NC(C2=O)(C)C)=O (8R,9R)-5-fluoro-8-(4-fluorophenyl)-9-(5,5-dimethyl-2,4-imidazolinedione-3-yl)-8,9-dihydro-2H-pyrido[4,3,2-de]phthalazin-3(7H)-one